N1CCCC(C1)C(=O)N 5-piperidinecarboxamide